[Ca].CN1N=CC(=C1)C1=NC=C(C=C1)B1OC(C(O1)(C)C)(C)C (1-methylpyrazol-4-yl)-5-(4,4,5,5-tetramethyl-1,3,2-dioxaborolan-2-yl)pyridine Calcium